O1C2=C(OCC1)C=C(C=C2)NC2=NC1=CC=C(C=C1C(=N2)NCCCO)C 3-((2-((2,3-dihydrobenzo[b][1,4]dioxin-6-yl)amino)-6-methylquinazolin-4-yl)amino)propan-1-ol